(1-(((1-((2,4-dimethoxybenzyl)amino)isoquinolin-5-yl)amino)methyl)-2-oxabicyclo[2.1.1]hexan-4-yl)methanol COC1=C(CNC2=NC=CC3=C(C=CC=C23)NCC23OCC(C2)(C3)CO)C=CC(=C1)OC